C(C)N([C@H]1[C@@H](CCCC1)OC=1C=C2CN(C(C2=CC1)=O)C1C(NC(CC1)=O)=O)CC trans-3-(5-((2-(diethylamino)cyclohexyl)oxy)-1-oxoisoindolin-2-yl)piperidine-2,6-dione